rac-dimethylsilyl-bis[2-methyl-4-(3,5-di-tert-butylphenyl)-7-methoxyindenyl]zirconium dichloride [Cl-].[Cl-].C[SiH](C)[Zr+2](C1C(=CC2=C(C=CC(=C12)OC)C1=CC(=CC(=C1)C(C)(C)C)C(C)(C)C)C)C1C(=CC2=C(C=CC(=C12)OC)C1=CC(=CC(=C1)C(C)(C)C)C(C)(C)C)C